CN1N=C2N=CC(=CC2=C1)C1=CC=C2C(=N1)SC(=C2)C2(CCC2)O 1-(6-(2-methyl-2H-pyrazolo[3,4-b]pyridin-5-yl)thieno[2,3-b]pyridin-2-yl)cyclobutanol